FC(C(=O)O)(F)F.FC(C(=O)O)(F)F.CN1CCC(CC1)OC1=CC2=C(CCNCC2)C=C1 7-((1-Methylpiperidin-4-yl)oxy)-2,3,4,5-tetrahydro-1H-benzo[d]azepine ditrifluoroacetate